N-(5-cyano-6-(2H-1,2,3-triazol-2-yl)pyridin-3-yl)-1-(3,4-difluorophenyl)-5-(trifluoromethyl)-1H-pyrazole-4-carboxamide C(#N)C=1C=C(C=NC1N1N=CC=N1)NC(=O)C=1C=NN(C1C(F)(F)F)C1=CC(=C(C=C1)F)F